(S)-1-(5-BROMO-2-CYANOPHENYL)PIPERIDINE-3-CARBOXYLIC ACID BrC=1C=CC(=C(C1)N1C[C@H](CCC1)C(=O)O)C#N